2-[[1-(4-Bromophenyl)-1-methyl-ethyl]-(2-hydroxyethyl)amino]ethanol BrC1=CC=C(C=C1)C(C)(C)N(CCO)CCO